5-(5-(1-(2-fluoro-[1,1'-biphenyl]-4-yl)ethyl)-1,2,4-oxadiazol-3-yl)aniline FC1=C(C=CC(=C1)C(C)C1=NC(=NO1)C=1C=CC=C(N)C1)C1=CC=CC=C1